1-[3-Bromo-4-(methoxymethoxy)phenyl]sulfonyl-4-(4-fluorophenyl)piperidine BrC=1C=C(C=CC1OCOC)S(=O)(=O)N1CCC(CC1)C1=CC=C(C=C1)F